O=C(CCO)CCO 3-oxopentane-1,5-diol